CCCCCC(C(C(/C=C\\C/C=C\\C/C=C\\CCCC(=O)O)O)O)O The molecule is a trihydroxyicosatrienoic acid that is (5Z,8Z,11Z)-icosatrienoic acid in which the three hydroxy groups are located at positions 13, 14 and 15. It is a trihydroxyicosatrienoic acid and a secondary allylic alcohol. It is a conjugate acid of a 13,14,15-trihydroxy-(5Z,8Z,11Z)-icosatrienoate.